(S)-3-(2-((5-acetyl-6-oxo-1,6-dihydropyridazin-4-yl)amino)propoxy)propanoic acid C(C)(=O)C1=C(C=NNC1=O)N[C@H](COCCC(=O)O)C